CC1=CC(=CC(=N1)CCC(NCCOCCOCCOCCOCCOCCOCCOCCOCCC(=O)ON1C(CCC1=O)=O)=O)C=C 2,5-dioxopyrrolidin-1-yl 1-(6-methyl-4-vinylpyridin-2-yl)-3-oxo-7,10,13,16,19,22,25,28-octaoxa-4-azahentriacontan-31-oate